(E)-3-(2-(4-Methoxybenzenesulfonyl)-1,2,3,4-tetrahydroisoquinolin-5-yl)acrylic acid methyl ester COC(\C=C\C1=C2CCN(CC2=CC=C1)S(=O)(=O)C1=CC=C(C=C1)OC)=O